FC1=CC=C(C=C1)C1=CC=C2C=C(NC2=C1)C(=O)NC[C@H](CCN)N (S)-4-(6-(4-fluorophenyl)-1H-indole-2-carboxamido)butane-1,3-diamine